N[C@H]1[C@@H]2N(C[C@H]1CC2)C(=O)C2=CC1=C(N(C(=N1)C=1N(C3=C(C=CC=C3C1)C1CC(C1)C(=O)O)CC1CC1)C)C(=C2)OC 3-(2-{5-[(1R,4R,7R)-7-amino-2-azabicyclo[2.2.1]heptane-2-carbonyl]-7-methoxy-1-methyl-1H-1,3-benzodiazol-2-yl}-1-(cyclopropylmethyl)-1H-indol-7-yl)cyclobutane-1-carboxylic acid